N-[(2-amino-3-fluoroquinolin-7-yl)methyl]-5-chloro-N-(2-methanesulfonylpyridin-3-yl)pyridine-3-carboxamide NC1=NC2=CC(=CC=C2C=C1F)CN(C(=O)C=1C=NC=C(C1)Cl)C=1C(=NC=CC1)S(=O)(=O)C